tert-butyl 2-hydroxy-3-iodo-5,8-dihydro-1,7-naphthyridine-7(6H)-carboxylate OC1=NC=2CN(CCC2C=C1I)C(=O)OC(C)(C)C